CS(=O)(=O)OC1CCCCC1 ((methylsulfonyl)oxy)cyclohexane